trans-methyl (1r,4r)-4-((5-fluoro-4-(2-(2-oxopyrrolidin-1-yl)pyridin-4-yl)pyrimidin-2-yl)amino)cyclohexane-1-carboxylate FC=1C(=NC(=NC1)N[C@@H]1CC[C@H](CC1)C(=O)OC)C1=CC(=NC=C1)N1C(CCC1)=O